imidazo[1,2-a]Pyridine-5-carbonitrile N=1C=CN2C1C=CC=C2C#N